3-[6-(1-methylpyrazol-4-yl)imidazo[1,2-a]pyrazin-3-yl]phenol CN1N=CC(=C1)C=1N=CC=2N(C1)C(=CN2)C=2C=C(C=CC2)O